N-(benzo[d]thiazol-6-ylmethyl)bicyclo[1.1.1]pentan-1-amine S1C=NC2=C1C=C(C=C2)CNC21CC(C2)C1